C1(CC1)N1C(=NC2=C1C=C(C(=C2)NC=2SC(=NN2)C2=CC(=CC=C2)C(=O)O)F)C2=CC=C(C=C2)Cl N-(1-cyclopropyl-6-fluoro-2-(4-chlorophenyl)-5-benzimidazolyl)-5-(3-carboxyphenyl)-1,3,4-thiadiazol-2-amine